COC(=O)C1=CC2=C(N=C(N2CC2(CC2)C#N)CCl)C=C1 (chloromethyl)-3-[(1-cyanocyclopropyl)methyl]-1,3-benzodiazole-5-carboxylic acid methyl ester